α-methyl-o-vinylbenzylglycidyl ether CC(C1=C(C=CC=C1)C=C)C(C1CO1)OC(C1CO1)C(C1=C(C=CC=C1)C=C)C